C(CCC)[Si](OC)(OC)CCC butyl-n-propyldimethoxysilane